1,2-diphenylphenylacetylene C1(=CC=CC=C1)C1(C(C=CC=C1)C1=CC=CC=C1)C#C